(R)-2-(N-[4-Amino-5-[4-(trifluoromethoxy)benzoyl]thiazol-2-yl]-4-fluoroanilino)propanamid NC=1N=C(SC1C(C1=CC=C(C=C1)OC(F)(F)F)=O)N(C1=CC=C(C=C1)F)[C@@H](C(=O)N)C